(S)-6-((tert-butyldiphenylsilyl)oxy)-4-(4-chloro-6-(1-((2S,4R)-4-fluoro-1-methylpyrrolidin-2-yl)ethoxy-2,2,2-d3)-1,3,5-triazin-2-yl)-6-methyl-1,4-oxazepane [Si](C1=CC=CC=C1)(C1=CC=CC=C1)(C(C)(C)C)O[C@]1(CN(CCOC1)C1=NC(=NC(=N1)Cl)OC(C([2H])([2H])[2H])[C@H]1N(C[C@@H](C1)F)C)C